methyl 1-methyl-5-((trimethylsilyl) ethynyl)-1H-pyrrole-2-carboxylate CN1C(=CC=C1C#C[Si](C)(C)C)C(=O)OC